N,N-dimethylnonylamine CN(C)CCCCCCCCC